C(O)(O)=O.CC=CC 1,2-dimethyl ethylene carbonate